4-(2-((5-(1H-pyrazol-4-yl)thiazolo[5,4-b]pyridin-2-yl)amino)pyridin-4-yl)-1-methylpiperazin-2-one N1N=CC(=C1)C1=CC=C2C(=N1)SC(=N2)NC2=NC=CC(=C2)N2CC(N(CC2)C)=O